C(C)(C)(C)OC([C@@H](NC(=O)OCC1=CC=CC=2C3=CC=CC=C3CC12)CCC(=O)O)=O fluorenylmethoxycarbonyl-glutamic acid-1-t-butyl ester